4-Methoxyphenyl 3,6-di-O-benzyl-2-deoxy-2-(1,3-dioxido-1,3-dihydro-2H-isoindol-2-yl)-4-O-beta-D-galactopyranosyl-beta-D-glucopyranoside C(C1=CC=CC=C1)O[C@@H]1[C@H]([C@H](OC2=CC=C(C=C2)OC)O[C@@H]([C@H]1O[C@H]1[C@H](O)[C@@H](O)[C@@H](O)[C@H](O1)CO)COCC1=CC=CC=C1)N1C(C2=CC=CC=C2C1[O-])[O-]